C(CCCCCCCCCCCCCCC(=O)O)CCCCCCCCCCCCCCO The molecule is an omega-hydroxy fatty acid that is the 30-hydroxy derivative of triacontanoic acid. It is a straight-chain fatty acid and an omega-hydroxy-ultra-long-chain fatty acid. It derives from a triacontanoic acid. It is a conjugate acid of an omega-hydroxytriacontanoate.